O1COCC2=C1C=CC(=C2)C(OC2CCNCC2)C2=CC1=C(OCOC1)C=C2 4-(bis(4H-benzo[d][1,3]dioxin-6-yl)methoxy)piperidine